C(C)(C)(C)N1N=CC(=C1)C(=O)NCC=1SC(=NN1)N1N=C2C(=CC=CC2=C1C=C)N[C@H]1[C@H](CN(CC1)C)F 1-(tert-butyl)-N-((5-(7-(((3S,4R)-3-fluoro-1-methylpiperidin-4-yl)amino)-3-vinyl-2H-indazol-2-yl)-1,3,4-thiadiazol-2-yl)methyl)-1H-pyrazole-4-carboxamide